[Na].C1(=CC=CC=C1)S(=O)(=O)N benzenesulfonamide sodium